(3R)-1-[3-(1-hydroxyethyl)-6-[6-[(6-methylpyridazin-3-yl)amino]benzimidazol-1-yl]-2-pyridinyl]pyrrolidine-3-carbonitrile OC(C)C=1C(=NC(=CC1)N1C=NC2=C1C=C(C=C2)NC=2N=NC(=CC2)C)N2C[C@@H](CC2)C#N